3,4,5-trimethoxybenzylchloride COC=1C=C(CCl)C=C(C1OC)OC